[Si](C)(C)(C(C)(C)C)OCCCCCCCCCC=1C=CC(=NC1)CNC1=C2C(N(C(C2=CC=C1)=O)C1C(NC(CC1)=O)=O)=O 4-(((5-(9-((tert-butyldimethylsilyl)oxy)nonyl)pyridin-2-yl)methyl)amino)-2-(2,6-dioxopiperidin-3-yl)isoindoline-1,3-dione